3-bromo-2-(4,4-difluoropiperidin-1-yl)-5-(trifluoromethyl)pyridine BrC=1C(=NC=C(C1)C(F)(F)F)N1CCC(CC1)(F)F